(5-amino-2-hydroxyphenyl)(3-aminophenyl)methanone NC=1C=CC(=C(C1)C(=O)C1=CC(=CC=C1)N)O